NCC1(C2CCN(CC12)C(=O)OC(C)(C)C)C1=C(C=CC=C1)F tert-butyl 7-(aminomethyl)-7-(2-fluorophenyl)-3-azabicyclo[4.1.0]heptane-3-carboxylate